icosyl undecanoate C(CCCCCCCCCC)(=O)OCCCCCCCCCCCCCCCCCCCC